OC(C=1C=C(C=CC1)NC(=O)C=1N(N=C(C1)C)C1=CC(=CC=C1)C#N)C1=CC=CC=C1 2-(3-cyano-phenyl)-5-methyl-2H-pyrazole-3-carboxylic acid [3-(hydroxy-phenyl-methyl)-phenyl]-amide